ClC1=C(C=C(C=N1)OCC(=O)N[C@@H]1CN[C@H](CC1)C=1OC(=NN1)C1=CC=C(C=C1)Cl)F 2-[(6-chloro-5-fluoropyridin-3-yl)oxy]-N-[(3s,6r)-6-[5-(4-chlorophenyl)-1,3,4-oxadiazol-2-yl]piperidin-3-yl]acetamide